CC(CCCC1=C(C=C(C=C1)OC)N1CCC(CC1)COC=1C=C(C=CC1)[C@@H](CP(O)(O)=O)C)(C)C (S)-(2-(3-((1-(2-(4,4-dimethylpentyl)-5-methoxyphenyl)piperidin-4-yl)methoxy)phenyl)propyl)phosphonic acid